Cl.C(C)(=O)N=C1N(CC2N1CCNC2)CC(C(=O)O)(C)C 3-(3-(acetylimino)hexahydroimidazo[1,5-a]pyrazin-2(3H)-yl)-2,2-dimethylpropanoic acid hydrochloride